C1(=CC=CC=C1)C(C=O)C 2-phenyl-propionaldehyde